C(C)(=O)OC[C@H](CC=C(C)C)C(=C)C (R)-5-Methyl-2-(prop-1-en-2-yl)-hex-4-enyl acetate